6-bromo-1,8-naphthyridine-1(2H)-carboxylic acid tert-butyl ester C(C)(C)(C)OC(=O)N1CC=CC2=CC(=CN=C12)Br